FC=1C=C2N(CCN(C2=CC1)C(=O)NC[C@@H]1N(CCC1)CC(C)C)C1=CC=C(C=C1)F (R)-6-fluoro-4-(4-fluorophenyl)-N-((1-isobutylpyrrolidin-2-yl)methyl)-3,4-dihydroquinoxaline-1(2H)-carboxamide